(difluoromethoxy)-2-(2-ethoxy-2-oxoethyl)-4-methoxybenzoic acid ethyl ester C(C)OC(C1=C(C(=C(C=C1)OC)OC(F)F)CC(=O)OCC)=O